7-(Ethyl-(tetrahydro-2H-pyran-4-yl)amino)-2,6-dimethylpyrazolo[1,5-a]Pyrimidine-5-carboxylic acid ethyl ester C(C)OC(=O)C1=NC=2N(C(=C1C)N(C1CCOCC1)CC)N=C(C2)C